4-(cyclopropylamino)-2-[4-(4-ethylsulfonylpiperazin-1-yl)anilino]pyrimidine-5-carboxamide C1(CC1)NC1=NC(=NC=C1C(=O)N)NC1=CC=C(C=C1)N1CCN(CC1)S(=O)(=O)CC